FC(OC1=CC=C(C=C1)C1=CC=C(C=C1)CCCNC=1C2=C(N=C(N1)C(F)(F)F)SC=C2)(F)F N-(3-(4'-(trifluoromethoxy)-[1,1'-biphenyl]-4-yl)propyl)-2-(trifluoromethyl)thieno[2,3-d]pyrimidin-4-amine